CNC1CC(C1)N(C([O-])=O)C=1N=CC2=C(C(=C(C=C2C1)C1=C(C2=C(OCCN2)N=C1)C)F)N 3-(Methylamino)cyclobutyl(8-amino-7-fluoro-6-(8-methyl-2,3-dihydro-1H-pyrido[2,3-b][1,4]oxazin-7-yl)isoquinolin-3-yl)carbamate